(1S,5S)-N-(7-methoxy-4-(1-methyl-3-phenyl-1H-pyrazol-4-yl)pyrido[3,2-d]pyrimidin-6-yl)-3-methyl-3-azabicyclo[3.1.0]hexane-1-carboxamide COC1=CC=2N=CN=C(C2N=C1NC(=O)[C@@]12CN(C[C@H]2C1)C)C=1C(=NN(C1)C)C1=CC=CC=C1